P(=O)(OCC(CCCC)CC)(OCC(CCCC)CC)OCC(CCCC)CC di(2-ethylhexyl) 2-ethylhexyl phosphate